2,2-difluoro-2-phenyl-ethane-1-amine FC(CN)(C1=CC=CC=C1)F